C(C)(=O)O[C@@]1([C@@H](O)O[C@@H]([C@]([C@@]1(O)OC(C)=O)(O)OC(C)=O)C(O)OC(C)=O)O 2,3,4,6-tetraacetoxy-alpha-D-glucopyranose